N-(4-carbamimidoylbenzyl)-1-(4-(2-cyanopropan-2-yl)benzyl)-5-propyl-1H-imidazole-4-carboxamide C(N)(=N)C1=CC=C(CNC(=O)C=2N=CN(C2CCC)CC2=CC=C(C=C2)C(C)(C)C#N)C=C1